C1(CC1)[C@@H](C)NC(=O)C=1NC(=NN1)C=1C=C(C=CC1)C=1OC(=CN1)C(=O)NC(C1CC1)C1CC1 (R)-2-(3-(5-((1-cyclopropylethyl)carbamoyl)-4H-1,2,4-triazol-3-yl)phenyl)-N-(dicyclopropylmethyl)oxazole-5-carboxamide